NC1=NC=NN2C1=C(C=C2C=2C=C(C(=NC2)C)C(=O)NC2CN(CC2F)C(=O)C2C(C2)(F)F)C(F)(F)F 5-[4-amino-5-(trifluoromethyl)pyrrolo[2,1-f][1,2,4]triazin-7-yl]-N-[1-(2,2-difluorocyclopropanecarbonyl)-4-fluoropyrrolidin-3-yl]-2-methylpyridine-3-carboxamide